N1CC(OCC1)CCO 2-morpholineEthanol